7-((3-(4-hydroxy-3-methoxyphenyl)allyl)oxy)-8,8-dimethyl-7,8-dihydro-2H,6H-pyrano[3,2-g]chromen-2-one OC1=C(C=C(C=C1)C=CCOC1CC=2C=C3C=CC(OC3=CC2OC1(C)C)=O)OC